2-bromo-5-(3,5-dichlorophenyl)-N,N-dimethyl-naphthalen-1-amine BrC1=C(C2=CC=CC(=C2C=C1)C1=CC(=CC(=C1)Cl)Cl)N(C)C